C(#C)C=1N=C(N(C1C)C=1C=NC=C(C1)C)C(=O)N 4-ethynyl-5-methyl-1-(5-methylpyridin-3-yl)-1H-imidazole-2-carboxamide